BrC=1C=C2C=C(N(C(C2=CC1)=O)C(=O)OC(C)(C)C)C(=O)OC 2-tert-butyl 3-methyl 6-bromo-1-oxo-1H-isoquinoline-2,3-dicarboxylate